N-{(2S,3R)-1-(azetidine-1-carbonyl)-4,4-difluoro-2-[(2,3',5'-trifluoro[1,1'-biphenyl]-3-yl)methyl]pyrrolidin-3-yl}cyclopropane-sulfonamide N1(CCC1)C(=O)N1[C@H]([C@H](C(C1)(F)F)NS(=O)(=O)C1CC1)CC=1C(=C(C=CC1)C1=CC(=CC(=C1)F)F)F